S1C([N-]C=C1)=O thiazolinidone